2-(5-oxo-4-oxatricyclo[4.2.1.03,7]nonan-2-yloxy)-2-oxoethyl acrylate C(C=C)(=O)OCC(=O)OC1C2CC3C(C(OC13)=O)C2